CN(CCCNS(=O)(=O)CC(CCCCCCCC)CCCCCC)C N-[3-(dimethylamino)propyl]2-hexyldecanesulfonamide